2,4,6-Trihydroxybenzoic acid methyl ester COC(C1=C(C=C(C=C1O)O)O)=O